3-phenylpropargylamine C1=CC=C(C=C1)C#CCN